6-((2S,5R)-4-(bis(4-chlorophenyl)methyl)-2,5-dimethylpiperazin-1-yl)-2-chloro-9H-purine ClC1=CC=C(C=C1)C(N1C[C@@H](N(C[C@H]1C)C1=C2N=CNC2=NC(=N1)Cl)C)C1=CC=C(C=C1)Cl